N,N-Dimethyl-5-(3-methylpyrrolidin-1-yl)pyrazolo[1,5-a]pyrimidin-3-amine CN(C=1C=NN2C1N=C(C=C2)N2CC(CC2)C)C